tert-butyl 3-(piperidin-3-yl)azetidine-1-carboxylate N1CC(CCC1)C1CN(C1)C(=O)OC(C)(C)C